C(C1=CC=CC=C1)OC(=O)N\C(\C(=O)OC)=C\C1=NN(C2=CC=CC=C12)CC(=O)OC(C)(C)C methyl (E)-2-(((benzyloxy)carbonyl)amino)-3-(1-(2-(tert-butoxy)-2-oxoethyl)-1H-indazol-3-yl)acrylate